ethyl 1-[4-(dimethylamino)-2-(3-methoxyphenyl)phenyl]sulfonyl-4-fluoro-piperidine-4-carboxylate CN(C1=CC(=C(C=C1)S(=O)(=O)N1CCC(CC1)(C(=O)OCC)F)C1=CC(=CC=C1)OC)C